N-{(4aR,6R)-2-[6-bromo-4-(2,6-difluorophenyl)-1,2-benzoxazol-3-yl]-5,5-difluoro-1-oxooctahydropyrrolo[1,2-c]pyrimidin-6-yl}methanesulfonamide BrC1=CC2=C(C(=NO2)N2C(N3[C@H](CC2)C([C@@H](C3)NS(=O)(=O)C)(F)F)=O)C(=C1)C1=C(C=CC=C1F)F